COC=1C=C2C=CC=C(C2=CC1)C1=C(C=CC=C1NC1=CC=CC=C1)NC1=CC=CC=C1 2-(6-methoxynaphthalen-1-yl)-N1,N3-diphenylbenzene-1,3-diamine